2-(Cyclohex-2-en-1-yl)-2,2-difluoro-1-phenylethanone C1(C=CCCC1)C(C(=O)C1=CC=CC=C1)(F)F